tert-Butyl N-[7-[tert-butyl(dimethyl)silyl]oxy-2-chloro-thieno[3,2-d]pyrimidin-4-yl]-N-(2-thienylmethyl)carbamate [Si](C)(C)(C(C)(C)C)OC1=CSC2=C1N=C(N=C2N(C(OC(C)(C)C)=O)CC=2SC=CC2)Cl